OC1=C(C=C(C=C1)C)CC1=C(C(=CC(=C1)C)CC1=C(C=CC(=C1)C)O)O 2,6-bis[(2-hydroxy-5-methyl-phenyl)methyl]-4-methylphenol